racemic-2-fluoro-3-methoxy-2-methylpropyl trifluoromethanesulfonate FC(S(=O)(=O)OC[C@](COC)(C)F)(F)F |r|